(R)-3-amino-4-(2,4,5-trifluorophenyl)butanoic acid hydrochloride Cl.N[C@@H](CC(=O)O)CC1=C(C=C(C(=C1)F)F)F